ClC=1C(=CN(C(C1)=O)C1CCOCC1)C(=O)O 4-chloro-6-oxo-1-(tetrahydro-2H-pyran-4-yl)-1,6-dihydropyridine-3-carboxylic acid